desoxyFluoroguanosine F[C@@]1(C[C@H](O)[C@@H](CO)O1)N1C=NC=2C(=O)NC(N)=NC12